NC1CCC(CC1)NC=1N=CC2=CC(=CC=C2C1)C1=CC(=C(C=C1)NS(=O)(=O)C1=C(C=CC=C1)Cl)F N-(4-(3-(((1r,4r)-4-aminocyclohexyl)amino)isoquinolin-7-yl)-2-fluorophenyl)-2-chlorobenzene-sulfonamide